OC=1C=CC(=C2CCC(C12)=O)CC(=O)OCC Ethyl 2-(7-hydroxy-1-oxo-2,3-dihydro-1H-inden-4-yl)acetate